COC1=NNC(N1C)=O 3-methoxy-4-methyl-5-oxo-4,5-dihydro-1H-1,2,4-triazol